4-(trimethylstannyl)pyrimidin C[Sn](C1=NC=NC=C1)(C)C